OC(C(=O)O)C[C@@H](C)[C@H]1CC[C@H]2[C@@H]3CC=C4CCCC[C@]4(C)[C@H]3CC[C@]12C hydroxycholan-5(6)-en-24-oic acid